methyl (S)-1-((2S,3S)-2-amino-3-(4-bromothiazol-2-yl)-3-(2-oxa-6-azaspiro[3.3]heptan-6-yl)propanoyl)hexahydropyridazine-3-carboxylate N[C@H](C(=O)N1N[C@@H](CCC1)C(=O)OC)[C@H](N1CC2(COC2)C1)C=1SC=C(N1)Br